(R)-N'-((3,3-dimethyl-1,2,3,5,6,7-hexahydrodicyclopenta[b,e]pyridin-8-yl)carbamoyl)-4-(2-hydroxypropan-2-yl)pyridine-2-sulfonimidamide CC1(CCC=2C1=NC1=C(C2NC(=O)N=[S@](=O)(N)C2=NC=CC(=C2)C(C)(C)O)CCC1)C